((1S,4R,6R)-6-((5-(difluoromethyl)pyridin-2-yl)oxy)-2-azabicyclo[2.2.1]heptan-2-yl)(5-methyl-3-(pyrimidin-2-yl)pyridin-2-yl)methanone FC(C=1C=CC(=NC1)O[C@@H]1C[C@@H]2CN([C@H]1C2)C(=O)C2=NC=C(C=C2C2=NC=CC=N2)C)F